COC(=O)[C@@H]1N(CCC1)N=CC1=CC(=CC=C1)F (R)-1-[(3-Fluorobenzylidene)-amino]-pyrrolidine-2-carboxylic acid methyl ester